tert-butyl 4-((2-oxo-4-pentadecanamidopyrrolidin-1-yl)methyl)benzoate O=C1N(CC(C1)NC(CCCCCCCCCCCCCC)=O)CC1=CC=C(C(=O)OC(C)(C)C)C=C1